CN1C(OCC=2C=NC=C(C3=NN(C4=CC=C(OCCC1)C=C34)C3OCCCC3)C2)=O 10-methyl-19-(oxan-2-yl)-8,14-dioxa-4,10,19,20-tetraaza-tetracyclo[13.5.2.12,6.018,21]tricosa-1(20),2,4,6(23),15,17,21-heptaen-9-one